FC1=C(C(=C(C(=C1F)F)F)F)[B-](C1=C(C(=C(C(=C1F)F)F)F)F)(C1=C(C(=C(C(=C1F)F)F)F)F)C1=C(C(=C(C(=C1F)F)F)F)F.C(CCCCCCCCCCCCCCCCC)C1([NH+](C)CCCCCCCCCCCCCCCCCC)CC=CC=C1 1,N-dioctadecyl-N-methylanilinium tetrakis(perfluorophenyl)borate